O=C1NC=CC1 2-oxo-2,3-dihydro-1H-pyrrole